C(C)C1=C2C(=CC(=CC2=CC=C1F)O)C1=C(C=2N=C(N=C(C2C=N1)N1CC(OCCC1)CO)OC[C@]12CCCN2C[C@@H](C1)F)F 5-Ethyl-6-fluoro-4-(8-fluoro-2-(((2R,7aS)-2-fluorotetra-hydro-1H-pyrrolizin-7a(5H)-yl)-methoxy)-4-(2-(hydroxymethyl)-1,4-oxazepan-4-yl)pyrido[4,3-d]pyrimidin-7-yl)-naphthalen-2-ol